S(=O)(=O)(C1=CC=C(C)C=C1)OC(C)COC(C)COC(C)COC(C)COC(C)COC(C)COC(C)COC(C)COC(C)COC(C)COC(C)COC(C)COS(=O)(=O)C1=CC=C(C)C=C1 dodecapropylene glycol ditosylate